NC=1N=NC(=CC1OCCC1=CC=C(C=C1)C(=O)N1CCC2(CC1)CCNCC2)C2=C(C=CC=C2)O (4-(2-((3-amino-6-(2-hydroxyphenyl)pyridazin-4-yl)oxy)ethyl)phenyl)(3,9-diazaspiro[5.5]undecan-3-yl)methanone